C(C)(=O)C=1C(N(N=CC1N[C@H](CON)C)COCC[Si](C)(C)C)=O (S)-4-acetyl-5-((1-(aminooxy)propan-2-yl)amino)-2-((2-(trimethylsilyl)ethoxy)methyl)pyridazin-3(2H)-one